ClC=1C=C(OCC(=O)NC)C=C(C1CC=1C=C(C(=CC1)O)C1=CC=C(C=C1)C)Cl 2-(3,5-dichloro-4-((6-hydroxy-4'-methyl-[1,1'-biphenyl]-3-yl)methyl)phenoxy)-N-methylacetamide